2-(4-(8-Chloro-7-((2-methyl-1-((2-(trimethylsilyl)ethoxy)methyl)-1H-benzo[d]imidazol-6-yl)oxy)quinoxalin-2-yl)-1H-pyrazol-1-yl)-1-(3-hydroxyazetidin-1-yl)ethanone ClC=1C(=CC=C2N=CC(=NC12)C=1C=NN(C1)CC(=O)N1CC(C1)O)OC=1C=CC2=C(N(C(=N2)C)COCC[Si](C)(C)C)C1